NC=1C=C(C=CC1)S(=O)(=O)CCO 2-[(3-aminophenyl)sulfonyl]ethanol